(4-methylsulfanylphenyl)-magnesium chloride CSC1=CC=C(C=C1)[Mg]Cl